3-(9-((4-(aminomethyl)-2-isopropyl-6-methylphenyl)carbamoyl)-4,5-dihydrobenzo[b]thieno[2,3-d]oxepin-8-yl)-6-(propylcarbamoyl)picolinic acid NCC1=CC(=C(C(=C1)C)NC(=O)C1=CC2=C(OCCC3=C2SC=C3)C=C1C=1C(=NC(=CC1)C(NCCC)=O)C(=O)O)C(C)C